4-[4-(2-methoxyethyl)piperazin-1-yl]-3-nitro-N-phenylbenzenesulfonamide COCCN1CCN(CC1)C1=C(C=C(C=C1)S(=O)(=O)NC1=CC=CC=C1)[N+](=O)[O-]